COC(=O)C1=NC(=CC=C1C)C(=O)OC.O1CCN(CC1)[Zn] morpholinozinc Dimethyl-3-methylpyridine-2,6-dicarboxylate